(E)-N-ethyl-3-(4-methoxyphenyl)-N-(2-methylsulfonylethyl)prop-2-enamide C(C)N(C(\C=C\C1=CC=C(C=C1)OC)=O)CCS(=O)(=O)C